(Z)-octadeca-9-enamide C(CCCCCCC\C=C/CCCCCCCC)(=O)N